C[SiH](C)[Zr+](C1C(=CC2=C(C=3CCCC3C=C12)C1=CC=CC=C1)C)C1C=C(C=C1)CCCC dimethylsilyl-(3-n-butyl-cyclopentadienyl)(2-methyl-4-phenyl-1,5,6,7-tetrahydro-s-indacenyl)zirconium (IV)